6-bromo-8-(1-methoxyethyl)imidazo[1,2-a]pyridine-2-carboxylate BrC=1C=C(C=2N(C1)C=C(N2)C(=O)[O-])C(C)OC